N-(1-((2-(2,6-dioxopiperidin-3-yl)-1,3-dioxoisoindolin-4-yl)glycinyl)piperidin-4-yl)-2-fluoro-5-methoxybenzamide O=C1NC(CCC1N1C(C2=CC=CC(=C2C1=O)NCC(=O)N1CCC(CC1)NC(C1=C(C=CC(=C1)OC)F)=O)=O)=O